1-(6-bromoindol-1-yl)ethan-1-one BrC1=CC=C2C=CN(C2=C1)C(C)=O